NC1=C(NC[C@@H]2CC[C@H](CC2)C(=O)OC)C=C(C(=C1)F)C#N methyl trans-4-[(2-amino-5-cyano-4-fluoro-anilino)methyl]cyclohexanecarboxylate